C(C)(C)(C)NS(=O)(=O)C1=CC(=CC=C1)C(=O)N1CC2(C3=CC(=CC=C13)NS(=O)(=O)C1CC1)CCC1(CC2)CC1 N-(tert-butyl)-3-(5''-(cyclopropanesulfonamido)dispiro[cyclopropane-1,1'-cyclohexane-4',3''-indoline]-1''-carbonyl)benzenesulfonamide